ClC=1C=CC(=NC1)OC=1C=CC(=C(C1)NC(=O)C1N(C(CC1)=O)C)OC N-(5-((5-Chloropyridin-2-yl)oxy)-2-methoxyphenyl)-1-methyl-5-oxo-pyrrolidine-2-carboxamide